N1(C=NC=C1)CC=1C=C(C2=C(C(N(CCO2)C2=CC=NC3=C(C=C(C=C23)CC)C(=O)NC)=O)C1)C=1C(=NN(C1)C)C(F)(F)F 4-(7-((1H-imidazol-1-yl)methyl)-9-(1-methyl-3-(trifluoromethyl)-1H-pyrazol-4-yl)-5-oxo-2,3-dihydrobenzo[f][1,4]oxazepin-4(5H)-yl)-6-ethyl-N-methylquinoline-8-carboxamide